3-(sec-butylamino)-N-(3-(5-(trifluoromethyl)benzo[d]thiazol-2-yl)-4,5,6,7-tetrahydrothieno[2,3-c]pyridin-2-yl)propanamide C(C)(CC)NCCC(=O)NC1=C(C2=C(CNCC2)S1)C=1SC2=C(N1)C=C(C=C2)C(F)(F)F